5-[3-[[(1R)-1-[2-(4,4-dimethyl-1-piperidyl)-3,6-dimethyl-4-oxo-chromen-8-yl]ethyl]amino]-2-pyridyl]-3-fluoro-2-(4,4,5,5-tetramethyl-1,3,2-dioxaborolan-2-yl)benzaldehyde CC1(CCN(CC1)C=1OC2=C(C=C(C=C2C(C1C)=O)C)[C@@H](C)NC=1C(=NC=CC1)C=1C=C(C(=C(C=O)C1)B1OC(C(O1)(C)C)(C)C)F)C